C(C)C1=C(C(=O)N2CCC(CC2)C2=C(C#N)C=CC=C2)C=C(C(=C1)C)C1=NN=C(N1)N1CCOCC1 (1-(2-ethyl-4-methyl-5-(5-morpholino-4H-1,2,4-triazol-3-yl)benzoyl)piperidin-4-yl)benzonitrile